4-Hydroxyquinolin-2(1H)-one OC1=CC(NC2=CC=CC=C12)=O